C(C)NC1CCC(CC1)N N-ethylcyclohexane-1,4-diamine